2-chloro-4-trifluoromethoxyphenol ClC1=C(C=CC(=C1)OC(F)(F)F)O